CN1N=CC(=C1)C=1C=C(C=NC1)C1=C2C(=NC=C1)N=CN2 7-(5-(1-methyl-1H-pyrazol-4-yl)pyridin-3-yl)-1H-imidazo[4,5-b]pyridine